BrC=1C=CC(=C(C1)S(=O)(=O)N1CCN(C2=CC=CC(=C12)C)C(=O)OC(C)(C)C)C tert-butyl 4-(5-bromo-2-methyl-phenyl)sulfonyl-5-methyl-2,3-dihydroquinoxaline-1-carboxylate